tert-butyl N-([[(1,2,3,5,6,7-hexahydro-s-indacen-4-yl) (methyl)carbamoyl]imino] [2-(2-hydroxypropan-2-yl)-1,3-thiazol-5-yl]oxo-λ6-sulfanyl)carbamate C1CCC2=C(C=3CCCC3C=C12)N(C(=O)N=S(NC(OC(C)(C)C)=O)(=O)C1=CN=C(S1)C(C)(C)O)C